NC=1C=2N(C3=CC(=C(C=C3N1)C)C(=O)N(CC1=NC=C(C=C1)C(F)(F)F)C=1C(=NN(C1)C)C)C(=NC2)C 4-amino-N-(1,3-dimethyl-1H-pyrazol-4-yl)-1,7-dimethyl-N-((5-(trifluoromethyl)pyridine-2-yl)methyl)imidazo[1,5-a]quinoxaline-8-carboxamide